ethyl 6-[5-[5-[(1R)-1-(3,5-dichloro-4-pyridyl)ethoxy]-1H-indazol-3-yl]-2-pyridyl]-2,6-diazaspiro[3.3]heptane-2-carboxylate ClC=1C=NC=C(C1[C@@H](C)OC=1C=C2C(=NNC2=CC1)C=1C=CC(=NC1)N1CC2(CN(C2)C(=O)OCC)C1)Cl